4-((4-(hydroxymethyl)-3-nitrobenzyl)oxy)butanoyl-hydrazine OCC1=C(C=C(COCCCC(=O)NN)C=C1)[N+](=O)[O-]